NC=1CCC([C@@](N1)(CF)C=1C=C(C=CC1F)NC(=O)C1=NC=C(C=C1)F)(F)F (S)-N-(3-(6-amino-3,3-difluoro-2-(fluoromethyl)-2,3,4,5-tetrahydropyridin-2-yl)-4-fluorophenyl)-5-fluoropyridin-amide